COC1=C(C=CC=C1)C=1NOC(N1)=O 3-o-methoxyphenyl-1,2,4-oxadiazol-5-one